2-methyl-1-oxa-6-azaspiro[2.5]Octane-6-carboxylic acid tert-butyl ester C(C)(C)(C)OC(=O)N1CCC2(C(O2)C)CC1